Methyl 2-(5-(2-(4-chloro-2-fluorophenyl)-2-methylbenzo[d][1,3]dioxol-4-yl)thiophen-2-yl)acetate ClC1=CC(=C(C=C1)C1(OC2=C(O1)C=CC=C2C2=CC=C(S2)CC(=O)OC)C)F